C(#C)[C@]1([C@]2(CC)[C@@H](CC1)[C@@H]1CCC3=CC(CC[C@@H]3[C@H]1CC2)=O)O D(-)-17α-ethynyl-17β-hydroxy-18-methyl-estr-4-en-3-one